dimethyl-2,4-di(thiazol-4-yl)-3-(pyridin-2-ylmethyl)7-methyl-3,7-diaza-bicyclo[3.3.1]nonan-9-one CC1(C2(CN(CC(C(N1CC1=NC=CC=C1)C=1N=CSC1)C2=O)C)C)C=2N=CSC2